2-(3-chloro-4-tolyl)-N-((5-(2,6-dioxopiperidin-3-yl)-4-oxo-5,6-dihydro-4H-thieno[3,4-c]pyrrol-1-yl)methyl)acetamide ClC=1C=C(C=CC1CC(=O)NCC=1SC=C2C1CN(C2=O)C2C(NC(CC2)=O)=O)C